1-[2-(Azetidin-1-yl)ethyl]-6-(2,3-dimethylphenyl)-3H-imidazo[4,5-b]pyridin N1(CCC1)CCN1CNC2=NC=C(C=C21)C2=C(C(=CC=C2)C)C